(R)-2-(3-((6-(2-hydroxy-4-(trifluoromethyl)phenyl)-4,5-dimethylpyridazin-3-yl)amino)piperidin-1-yl)acetic acid OC1=C(C=CC(=C1)C(F)(F)F)C1=C(C(=C(N=N1)N[C@H]1CN(CCC1)CC(=O)O)C)C